N-[3-aminopropyl]-1,4-butanediamine NCCCNCCCCN